C1(CC1)C=1N=NN(C1)[C@H](C(=O)N1[C@@H](C[C@H](C1)O)C(=O)NCC1(CC1)C1=CC(=CC(=C1)C(F)(F)F)F)C(C)(C)C (2S,4R)-1-[(2S)-2-(4-cyclopropyltriazol-1-yl)-3,3-dimethyl-butanoyl]-N-[[1-[3-fluoro-5-(trifluoromethyl)phenyl]cyclopropyl]methyl]-4-hydroxy-pyrrolidine-2-carboxamide